C(#N)C[C@@H]1N(CCN(C1)C1=NC(=NC(=C1)C(NC1=CC(=CC2=CC=CC=C12)OC)=O)NCC=1C=NN(C1)C)C(=O)OCC1=CC=CC=C1 benzyl (S)-2-(cyanomethyl)-4-(6-((3-methoxynaphthalen-1-yl)carbamoyl)-2-(((1-methyl-1H-pyrazol-4-yl)methyl)amino)pyrimidin-4-yl)piperazine-1-carboxylate